N1C=CC2=CC=C(C=C12)C=O INDOLE-6-CARBOXALDEHYDE